ClC=1C=CC=C2C(C=C(OC12)C1=C(OC2CC(C2)C(=O)O)C=C(C(=C1)C)OC)=O 3-[2-(8-chloro-4-oxo-chromen-2-yl)-5-methoxy-4-methyl-phenoxy]cyclobutane-carboxylic acid